NC(C(=O)O)CC(=O)C1=C(C=CC(=C1)CCC)N 2-amino-4-(2-amino-5-propylphenyl)-4-oxobutanoic acid